C(#N)C1=C(C=CC=C1)CC(=O)NC1=CC(=C2C=CN=C(C2=C1)OC)S(N)(=O)=O 2-(2-cyanophenyl)-N-(1-methoxy-5-sulfamoylisoquinolin-7-yl)acetamide